FC(C(C)(C1=CC(=CC=C1)[N+](=O)[O-])F)C1=NN=CN1C 3-[1,2-difluoro-2-(3-nitrophenyl)propyl]-4-methyl-4H-1,2,4-triazole